[OH-].C(C)[N+](CCC)(C)CC diethyl-(methyl)propyl-ammonium hydroxide